COC(C1=C(C(=CC(=C1)I)Cl)C)=O chloro-5-iodo-2-methylbenzoic acid methyl ester